C(C)(=O)C=1C(=CC2=C(OCO2)C1)NC(CN1C(CN(CC1)C(=O)OC(C)(C)C)C(=O)OCC)=O 1-(tert-butyl) 3-ethyl 4-(2-((6-acetylbenzo[d][1,3]dioxol-5-yl)amino)-2-oxoethyl)piperazine-1,3-dicarboxylate